2-[6-amino-5-[8-[2-[3-(2-azaspiro[4.4]nonan-2-yl)prop-1-ynyl]-4-pyridinyl]-3,8-diazabicyclo[3.2.1]oct-3-yl]pyridazin-3-yl]phenol NC1=C(C=C(N=N1)C1=C(C=CC=C1)O)N1CC2CCC(C1)N2C2=CC(=NC=C2)C#CCN2CC1(CC2)CCCC1